FC1=CC=C(C=C1)[C@@H]1N(CCC2=CC=CC=C12)C(=O)[C@@H]1OC[C@@]2(CO2)C1 ((S)-1-(4-fluorophenyl)-3,4-dihydroisoquinolin-2(1H)-yl)((3S,6R)-1,5-dioxaspiro[2.4]heptane-6-yl)methanone